(Z)-4-(5-(4-Ethylbenzylidene)-2,4-dioxothiazolidin-3-yl)-N-(3-hydroxy-4-(1H-tetrazol-5-yl)phenyl)butanamide C(C)C1=CC=C(\C=C/2\C(N(C(S2)=O)CCCC(=O)NC2=CC(=C(C=C2)C2=NN=NN2)O)=O)C=C1